(S)-5-(2-{[1-(2,2-difluoroethyl)-1H-pyrazol-4-yl]sulfonyl}-2H,4H,5H,6H-pyrrolo[3,4-c]pyrazole-5-carbonyl)-9-fluoro-2,3,4,5-tetrahydro-1,4-benzoxazepin-3-one FC(CN1N=CC(=C1)S(=O)(=O)N1N=C2C(=C1)CN(C2)C(=O)[C@H]2NC(COC1=C2C=CC=C1F)=O)F